BrC=1C=CC(=C(C=O)C1)C(F)(F)F 5-bromo-2-(trifluoromethyl)benzaldehyde